cis-4-butyl-1-vinylcyclohexyl acetate C(C)(=O)OC1(CCC(CC1)CCCC)C=C